2,2-bis(4-methoxyphenyl)-5-phenylthio-6-hydroxy-2H-naphtho[1,2-b]pyran COC1=CC=C(C=C1)C1(C=CC2=C(O1)C1=CC=CC=C1C(=C2SC2=CC=CC=C2)O)C2=CC=C(C=C2)OC